tert-butyl (2-(4-(4-hydroxyphenyl)piperazin-1-yl)ethyl)(methyl)carbamate OC1=CC=C(C=C1)N1CCN(CC1)CCN(C(OC(C)(C)C)=O)C